C1(CCCC1)[C@H]1CC(NN1)=O (R)-5-cyclopentyl-pyrazolidin-3-one